(R)-tert-butyl (8-(5-bromo-3-(hydroxymethyl)-6-methylpyrazin-2-yl)-8-azaspiro[4.5]decan-1-yl)carbamate BrC=1N=C(C(=NC1C)N1CCC2(CCC[C@H]2NC(OC(C)(C)C)=O)CC1)CO